NC=1C(=NC(=CN1)C1=CC=C(C=C1)S(=O)(=O)C(C)C)C1=CC(=NO1)C1=CC=C(CNC(=N)N)C=C1 1-(4-(5-(3-amino-6-(4-(isopropylsulfonyl)phenyl)2-pyrazinyl)3-isoxazolyl)benzyl)guanidine